BrC=1C2=C(C=NC1)N(C(N2C)=O)C 7-bromo-1,3-dimethyl-imidazo[4,5-c]pyridin-2-one